N=C(NC(NC=1C(=NC=CN1)N(C(OC(C)(C)C)=O)C)=S)C1=NC=C(C=C1)OC(C)C tert-Butyl (3-(3-(imino(5-isopropoxypyridin-2-yl)methyl)thioureido)pyrazin-2-yl)(methyl)carbamate